N-ethyl[4-chloro-3-[([1-[4-(2-cyclopropoxyphenyl)pyridin-3-yl]cyclopropyl]amino)methyl]benzene] C(C)N(C1(CC1)C=1C=NC=CC1C1=C(C=CC=C1)OC1CC1)CC=1C=CC=CC1Cl